OC(C)(C)C1=CC=C(C=C1)C=1C=2C=CC=3N(C2N=C(C1)C(C(F)(F)F)(F)F)C=C(N3)C(=O)OCC ethyl 4-(4-(2-hydroxypropan-2-yl)phenyl)-2-(perfluoroethyl)imidazo[1,2-a][1,8]naphthyridine-8-carboxylate